3-benzyloxy-6-(2-(pyridin-3-yl)piperidin-1-yl)-2,3'-bipyridine C(C1=CC=CC=C1)OC=1C(=NC(=CC1)N1C(CCCC1)C=1C=NC=CC1)C=1C=NC=CC1